(3S,4S)-1-Cyclohexyl-4-{[5-(2,4-difluoro-phenyl)-[1,3,4]oxadiazole-2-carbonyl]-amino}-piperidine-3-carboxylic acid (1-pyridin-2-yl-cyclopropyl)-amide N1=C(C=CC=C1)C1(CC1)NC(=O)[C@H]1CN(CC[C@@H]1NC(=O)C=1OC(=NN1)C1=C(C=C(C=C1)F)F)C1CCCCC1